C(C(C)C)[C@@H]1C(N2[C@@H](N(O1)C(/C=C/C=1C=C(C#N)C=CN1)=O)CN(C([C@@H]2CC(C)C)=O)C2CCN(CC2)C)=O 2-((E)-3-((3R,6S,9aS)-3,6-diisobutyl-8-(1-methylpiperidin-4-yl)-4,7-dioxohexahydropyrazino[2,1-c][1,2,4]oxadiazin-1(6H)-yl)-3-oxoprop-1-en-1-yl)isonicotinonitrile